pentamethylcyclopentadienyl-ruthenium hexafluorophosphate F[P-](F)(F)(F)(F)F.CC1=C(C(=C(C1([Ru+2])C)C)C)C.F[P-](F)(F)(F)(F)F